(S)-3-(3-((2-ethoxypyrimidin-5-yl)amino)-4-((R)-1-morpholinopropyl)phenyl)-4-methoxybutanoic acid C(C)OC1=NC=C(C=N1)NC=1C=C(C=CC1[C@@H](CC)N1CCOCC1)[C@H](CC(=O)O)COC